COC1=C(C=C(C=N1)NC(=O)N)C(F)(F)F (6-methoxy-5-(trifluoromethyl)pyridin-3-yl)urea